NC=1C=C(C=CC1)C(\C=C\C1=CC=C(C=C1)N1CCCCC1)=O (E)-1-(3-aminophenyl)-3-(4-(piperidin-1-yl)phenyl)prop-2-en-1-one